(R,Z)-N-(2-phenyl-1-(o-tolyl)ethyl)-4-(trifluoromethyl)benzimidoyl cyanide C1(=CC=CC=C1)C[C@H](C1=C(C=CC=C1)C)\N=C(\C1=CC=C(C=C1)C(F)(F)F)/C#N